2-(trifluoromethyl)-4,5,6,7-tetrahydropyrazolo[1,5-a]Pyrazine FC(C1=NN2C(CNCC2)=C1)(F)F